4-(3-methylsulfonylpropoxy)cyclohexanamine CS(=O)(=O)CCCOC1CCC(CC1)N